C(=CCC)NC1CC(NC(C1)(C)C)(C)C 4-butenylamino-2,2,6,6-tetramethylpiperidine